3-{4-[cis-2-methyl-6-(3-methyl-1H-pyrazol-4-yl)-morpholin-4-yl]-pyrimidin-2-yl}-6-trifluoromethyl-imidazo[1,2-a]pyridine C[C@@H]1CN(C[C@@H](O1)C=1C(=NNC1)C)C1=NC(=NC=C1)C1=CN=C2N1C=C(C=C2)C(F)(F)F